4-(4-(2,5-Diazabicyclo[2.2.2]octan-2-yl)-8-fluoro-2-(((2R,7aS)-2-fluorotetrahydro-1H-pyrrolizin-7a(5H)-yl-2,5,5-d3)methoxy-d2)pyrido[4,3-d]pyrimidin-7-yl)-5,6-difluoronaphthalen-2-ol C12N(CC(NC1)CC2)C=2C1=C(N=C(N2)OC([2H])([2H])[C@]23CCC(N3C[C@](C2)([2H])F)([2H])[2H])C(=C(N=C1)C1=CC(=CC2=CC=C(C(=C12)F)F)O)F